ClC=1C=C(CC2=NN=C(O2)C2CN(CC23CN(C3)C3=NC=CC=N3)C(=O)C3=CN=CS3)C=CC1Cl (8-(5-(3,4-dichlorobenzyl)-1,3,4-oxadiazol-2-yl)-2-(pyrimidin-2-yl)-2,6-diazaspiro[3.4]octan-6-yl)(thiazol-5-yl)methanone